BrC1=CC2=CN(N=C2C(=C1)C(F)F)C 5-bromo-7-(difluoromethyl)-2-methyl-2H-indazole